N1(N=CC=C1)CC1=CC2=C(C(=NO2)NS(=O)(=O)C=2C(=CC=C3C(CCOC23)(C)C)OC)C(=C1Cl)OC N-(6-((1H-pyrazol-1-yl)methyl)-5-chloro-4-methoxybenzo[d]isoxazol-3-yl)-7-methoxy-4,4-dimethylchroman-8-sulfonamide